N-[(3R)-7-(5-tert-butyl-1,3,4-oxadiazol-2-yl)-5-[(4-chlorophenyl)methyl]-8-fluoro-1,1,4-trioxo-2,3-dihydro-1λ6,5-benzothiazepin-3-yl]butanamide C(C)(C)(C)C1=NN=C(O1)C=1C(=CC2=C(N(C([C@H](CS2(=O)=O)NC(CCC)=O)=O)CC2=CC=C(C=C2)Cl)C1)F